FC1=C2C(=C(C=3N=CNC31)F)CC(C2)C=O 4,8-difluoro-6-formyl-3,5,6,7-tetrahydrocyclopenta[f]benzimidazol